16-benzyloxy-21,23-difluoro-8-oxa-11,19-diazatetracyclo[18.3.1.113,17.02,7]pentacosa-1(23),2,4,6,13,15,17(25),20(24),21-nonaen-12-one C(C1=CC=CC=C1)OC1=CC=C2C(NCCOC3=CC=CC=C3C3=C(C=C(C(NCC1=C2)=C3)F)F)=O